3-methacryloyloxypropyltris(trimethylsilyloxy)silane 2,4,6-trimethylbenzenesulfinate Potassium [K+].CC1=C(C(=CC(=C1)C)C)S(=O)[O-].C(C(=C)C)(=O)OCCC[Si](O[Si](C)(C)C)(O[Si](C)(C)C)O[Si](C)(C)C